(E)-4-((4-Amino-8-(4-(1-cyanoprop-1-en-2-yl)-2,6-dimethylphenyl)quinazolin-2-yl)amino)benzonitrile NC1=NC(=NC2=C(C=CC=C12)C1=C(C=C(C=C1C)/C(=C/C#N)/C)C)NC1=CC=C(C#N)C=C1